C(C)OC(CCC(=O)C1=NC(=CC(=C1O)Br)C=1C=NN(C1)C)=O 4-[4-Bromo-3-hydroxy-6-(1-methyl-1H-pyrazol-4-yl)-pyridin-2-yl]-4-oxo-butyric acid ethyl ester